COC1=CC=C(C=C1)NC1=NC=2N(C(C(NC2C=N1)=O)=O)C=1C=C(C=CC1)NC(C=C)=O N-(3-(2-((4-methoxyphenyl)amino)-7-oxo-6-pteridinone-8(7H)-yl)phenyl)acrylamide